cis-2-bromo-7-fluoro-5-(4-fluorophenyl)-6,7-dihydro-5H-pyrrolo[1,2-b][1,2,4]triazole BrC=1N=C2N(N1)[C@@H](C[C@@H]2F)C2=CC=C(C=C2)F